C(#N)C(C)(C)C1=CC(=NC=C1)C(=O)NC1=C(C=C(C(=C1)C=1C=NC2=CC(=NC=C2C1)NC)F)F 4-(2-cyanoprop-2-yl)-N-(2,4-difluoro-5-(7-(methylamino)-1,6-naphthyridin-3-yl)phenyl)pyridineamide